C(C)OC(C(\C=C\C1=C(C=CC=C1)OC)(F)F)=O (E)-4-(2'-methoxyphenyl)-2,2-difluoro-3-butenoic acid ethyl ester